3-(2,4-dimethylbenzenesulfonyl)-8-{octahydropyrazino[2,1-c][1,4]oxazin-8-yl}-4H,5H-[1,2,3]triazolo[1,5-a]quinazolin-5-one CC1=C(C=CC(=C1)C)S(=O)(=O)C=1N=NN2C1NC(C1=CC=C(C=C21)N2CC1COCCN1CC2)=O